C(C)(C)[Si](OCCC1=C(C=CC=C1)CCCC(=O)OC)(C(C)C)C(C)C Methyl 4-(2-(2-((triisopropylsilyl)oxy)ethyl)phenyl)butanoate